((2-Morpholinopyridin-4-yl)ethynyl)-5-nitropyridin-2-amine O1CCN(CC1)C1=NC=CC(=C1)C#CC=1C(=NC=C(C1)[N+](=O)[O-])N